C(C)N1C(NC2=CC(=CC=C2C1=O)CN1CCN(CC1)C1=NC=C(C(=O)NC)C=C1C)=O 6-(4-((3-ethyl-2,4-dioxo-1,2,3,4-tetrahydroquinazolin-7-yl)methyl)piperazin-1-yl)-N,5-dimethylnicotinamide